hydroxyethyl-Trimethylacrylate OCCOC(C(=C(C)C)C)=O